(+)-hexahydro-3a-hydroxy-7a-methyl-1H-indene-1,5(6H)-dione OC12CCC(C2(CCC(C1)=O)C)=O